CCCCCCCCCCCCCC/C=C/C(=O)SCCNC(=O)CCNC(=O)[C@@H](C(C)(C)COP(=O)([O-])OP(=O)([O-])OC[C@@H]1[C@H]([C@H]([C@@H](O1)N2C=NC3=C(N=CN=C32)N)O)OP(=O)([O-])[O-])O The molecule is an acyl-CoA(4-) arising from deprotonation of the phosphate and diphosphate functions of trans-2-heptadecenoyl-CoA; major species at pH 7.3. It is a monounsaturated fatty acyl-CoA(4-) and a 2,3-trans-enoyl CoA(4-). It is a conjugate base of a trans-2-heptadecenoyl-CoA.